butyl N-(2-aminophenyl)carbamate NC1=C(C=CC=C1)NC(OCCCC)=O